((1H-indol-3-yl)carbamoyl)-1,2,3,4-tetrahydroisoquinoline-8-carboxylic acid N1C=C(C2=CC=CC=C12)NC(=O)C1NCCC2=CC=CC(=C12)C(=O)O